2-(dimethylamino)-4-((2-(6-(4-methylpiperazine-1-carbonyl)naphth-2-yl)ethyl)amino)quinazoline CN(C1=NC2=CC=CC=C2C(=N1)NCCC1=CC2=CC=C(C=C2C=C1)C(=O)N1CCN(CC1)C)C